CC(C(=O)OCC(CC)C1=CC(=CC=C1)C(F)(F)F)(C)C 2-[3-(trifluoromethyl)phenyl]butyl 2,2-dimethylpropanoate